1-(4-iodophenyl)piperazine hydrochloride Cl.IC1=CC=C(C=C1)N1CCNCC1